2-(((benzyloxy)carbonyl)amino)-3-(7-(fluoromethyl)thieno[3,2-b]pyridine-2-carboxamido)propanoate C(C1=CC=CC=C1)OC(=O)NC(C(=O)[O-])CNC(=O)C1=CC2=NC=CC(=C2S1)CF